C(C=C)(=O)NC=1C=C(C=CC1)N1N=C(C(=C1)C=1C=C2CCNC(C2=CC1)=O)C(=O)O 1-(3-acrylamidophenyl)-4-(1-oxo-1,2,3,4-tetrahydroisoquinolin-6-yl)-1H-pyrazole-3-carboxylic acid